CN1CCC(CC1)N1CC2=C(CC1)NC(=N2)C=2C1=C(C(=NC2)C=2C=NN3C2C=CC=C3)CNC1=O 7-(5-(1-methylpiperidin-4-yl)-4,5,6,7-tetrahydro-1H-imidazo[4,5-c]pyridin-2-yl)-4-(pyrazolo[1,5-a]pyridin-3-yl)-2,3-dihydro-1H-pyrrolo[3,4-c]pyridin-1-one